Tert-butyl (6-(2-(1-ethyl-1H-pyrazol-4-yl)-1-hydroxyl-2-methylpropyl)pyridin-3-yl)carbamate C(C)N1N=CC(=C1)C(C(O)C1=CC=C(C=N1)NC(OC(C)(C)C)=O)(C)C